4-(2,5-Diazabicyclo[2.2.2]octan-2-yl)-7-(8-ethyl-7-fluoro-3-hydroxynaphthalen-1-yl)-2-((1-(pyrrolidin-1-ylmethyl)cyclopropyl)methoxy-d2)pyrido[3,4-d]pyrimidin-8(7H)-one C12N(CC(NC1)CC2)C=2C1=C(N=C(N2)OC([2H])([2H])C2(CC2)CN2CCCC2)C(N(C=C1)C1=CC(=CC2=CC=C(C(=C12)CC)F)O)=O